(2S,5R)-N-(2-(4-fluoro-2-methylbenzofuran-7-yl)propan-2-yl)-5-(hydroxymethyl)morpholine-2-carboxamide hydrochloride Cl.FC1=CC=C(C2=C1C=C(O2)C)C(C)(C)NC(=O)[C@@H]2CN[C@@H](CO2)CO